2-amino-1-(3-cyclopropoxy-4-methoxyphenyl)ethanol NCC(O)C1=CC(=C(C=C1)OC)OC1CC1